(N,N-dimethyl-1-phenothiazin-10-ylpropan-2-amine) CN(C(CN1C2=CC=CC=C2SC=2C=CC=CC12)C)C